2-(2-benzyloxy-4-chloro-6-methyl-3-pyridinyl)-1,3,4-oxadiazole C(C1=CC=CC=C1)OC1=NC(=CC(=C1C=1OC=NN1)Cl)C